C(=C)OCC(C)OCC1CO1 2-(1-vinyloxyprop-2-yloxymethyl) ethylene oxide